N1=CC=C(C=C1)NC(=O)C1CCCCC1 N-(pyridine-4-yl)cyclohexane-1-formamide